cesium nitrate Bisfluoride [F-].[F-].[N+](=O)([O-])[O-].[Cs+]